ethyl (2-cyclopropyl-2-(3-((3-((diisopropylamino)methyl)-4-(5-fluoro-2-methoxypyridin-4-yl)phenoxy)methyl)phenyl)ethyl)(methyl)phosphinate C1(CC1)C(CP(OCC)(=O)C)C1=CC(=CC=C1)COC1=CC(=C(C=C1)C1=CC(=NC=C1F)OC)CN(C(C)C)C(C)C